6-(3-bromo-2-methoxybenzyl)-7-(methylsulfonylamino)-5-azaspiro[2.4]heptane-5-carboxylic acid tert-butyl ester C(C)(C)(C)OC(=O)N1CC2(CC2)C(C1CC1=C(C(=CC=C1)Br)OC)NS(=O)(=O)C